3-Dimethylaminomethyl-4-Carboxyphenylboronic Acid CN(C)CC=1C=C(C=CC1C(=O)O)B(O)O